N-palmitoyl-palmitoamide C(CCCCCCCCCCCCCCC)(=O)NC(CCCCCCCCCCCCCCC)=O